2-(6-Hydroxypyridin-3-yl)-8-oxo-9-(2-(trifluoromethyl)phenyl)-8,9-dihydro-7H-purine OC1=CC=C(C=N1)C1=NC=C2NC(N(C2=N1)C1=C(C=CC=C1)C(F)(F)F)=O